5-cyclopentyl-N-[4-[(6,7-dimethoxy-1,5-naphthyridin-4-yl)oxy]-3-fluorophenyl]-1-(2-fluoroethyl)-6-methyl-4-oxopyridine-3-carboxamide C1(CCCC1)C=1C(C(=CN(C1C)CCF)C(=O)NC1=CC(=C(C=C1)OC1=CC=NC2=CC(=C(N=C12)OC)OC)F)=O